CNC(O[C@@H]1CC[C@H](CC1)C(N(C[C@@H]1CC[C@H](CC1)C1=NC(=C(C=C1)OC)C)C1=NC=CC(=C1)C1=CN=C(S1)C1CC1)=O)=O trans-4-((4-(2-Cyclopropylthiazol-5-yl)-pyridin-2-yl)((trans-4-(5-methoxy-6-methylpyridin-2-yl)-cyclohexyl)methyl)-carbamoyl)cyclohexyl methylcarbamate